2-(3-bromo-4-methoxybenzyl)-2,6-dihydropyrrolo[3,4-c]pyrazole-5(4H)-carboxylic acid tert-butyl ester C(C)(C)(C)OC(=O)N1CC2=NN(C=C2C1)CC1=CC(=C(C=C1)OC)Br